(2S)-2-(9H-fluoren-9-yl-methoxycarbonyl-amino)-6-(prop-2-enoxycarbonyl-amino)hexanoic acid C1=CC=CC=2C3=CC=CC=C3C(C12)N([C@H](C(=O)O)CCCCNC(=O)OCC=C)C(=O)OC